BrCCOC1=CC=C(C=C1)O 4-(2-bromoethoxy)phenol